C1(CC1)N(C1=NC=2N(C=C1)N=CC2C(=O)NC2=C(C(=CC=C2)C2=NN(C=N2)C)OC)CC 5-(Cyclopropyl(ethyl)amino)-N-(2-methoxy-3-(1-methyl-1H-1,2,4-triazol-3-yl)phenyl)pyrazolo[1,5-a]pyrimidine-3-carboxamide